N-(4-{4-[7-(4-cyano-3-trifluoromethylphenyl)-8-oxo-6-thioxo-5,7-diaza-spiro[3.4]oct-5-yl]phenyl}-butanoyl)-methanesulfonamide C(#N)C1=C(C=C(C=C1)N1C(N(C2(CCC2)C1=O)C1=CC=C(C=C1)CCCC(=O)NS(=O)(=O)C)=S)C(F)(F)F